The molecule is the conjugate base of oxidized Photinus luciferin arising from removal of the acidic proton at the 5-position of the thiazol-4-one ring; major species at pH 7.3. It is a conjugate base of an oxidized Photinus luciferin. C1=CC2=C(C=C1[O-])SC(=N2)C3=NC(=CS3)O